2,6-dimethoxy-N-(5-(thiophen-2-yl)-1,3,4-oxadiazol-2-yl)nicotinamide COC1=C(C(=O)NC=2OC(=NN2)C=2SC=CC2)C=CC(=N1)OC